[Ag].[Pd] palladium-silver salt